[6-(3-cyclopropyl-1,2,4-triazol-1-yl)-2-azaspiro[3.3]heptan-2-yl]-[6-[[3-(trifluoromethyl)isoxazol-5-yl]methyl]-2,6-diazaspiro[3.3]heptan-2-yl]methanone C1(CC1)C1=NN(C=N1)C1CC2(CN(C2)C(=O)N2CC3(C2)CN(C3)CC3=CC(=NO3)C(F)(F)F)C1